O[C@@H](C)C=1C(=NC=CN1)C(=O)NC=1C=NN(C1)[C@H](C)C=1C=NC(=C(C1)C)N1C([C@@H]2C[C@@H]2C1)=O |o1:17| ((S)-1-hydroxyethyl)-N-(1-((R or S)-1-(5-methyl-6-((1R,5S)-2-oxo-3-azabicyclo[3.1.0]hexan-3-yl)pyridin-3-yl)ethyl)-1H-pyrazol-4-yl)pyrazine-2-carboxamide